C(C)OC(COC1=NC=CC=C1OC1=C(C=C(C(=C1)N1C(N(C(=CC1=O)C(F)(F)F)C)=O)F)Cl)=O [3-(2-chloro-4-fluoro-5-(3-methyl-2,6-dioxo-4-trifluoromethyl-3,6-dihydro-2H-pyrimidin-1-yl)phenoxy)pyridin-2-yloxy]acetic acid ethyl ester